1-Boc-4-(2-pyridyl)-piperazine C(=O)(OC(C)(C)C)N1CCN(CC1)C1=NC=CC=C1